FC=1C=C(C=CC1OC)C1=CN=C2N1C=CN=C2NC2=CC(=C(C=C2)C(=O)N2CCN(CC2)C(=O)C2NCCC2)C [4-[[3-(3-fluoro-4-methoxyphenyl)imidazo[1,2-a]pyrazin-8-yl]amino]-2-methylphenyl]-[4-(pyrrolidine-2-carbonyl)piperazin-1-yl]methanone